ClC(COC(=O)Cl)(Cl)Cl.OB1OCC2=C1C=CC(=C2)[C@]2(C(NC1=C(C=CC=C21)C(F)(F)F)=O)C2=CC=C(C=C2)OC(F)(F)F (R)-3-(1-hydroxy-1,3-dihydrobenzo[c][1,2]oxaborol-5-yl)-3-(4-(trifluoromethoxy)phenyl)-7-(trifluoromethyl)indolin-2-one 2,2,2-trichloroethyl-chloroformate